NC1=C(C2=C(S1)C(=CC=C2C=2C1=C(C=3C=NC(=NC3C2Cl)OC[C@@]23CCCN3CC(C2)=C)COC1)F)C#N 2-amino-4-((R)-5-chloro-3-(((R)-2-methylidenetetrahydro-1H-pyrrolizin-7a(5H)-yl)methoxy)-7,9-dihydrofuro[3,4-f]quinazolin-6-yl)-7-fluorobenzo[b]thiophene-3-carbonitrile